ethyl 6-chloro-4-(2-cyanoacetamido)-5-fluoronicotinate ClC1=NC=C(C(=O)OCC)C(=C1F)NC(CC#N)=O